Cl.N[C@@H]1CC[C@H](OC1)CNS(=O)(=O)N N-(((2S,5R)-5-aminotetrahydro-2H-pyran-2-yl)methyl)sulfonyldiamine hydrochloride